FC=1C=C(C=C(C1)F)C=1N(N=C2C(N(CCC21)C(=O)C2=NN(C=N2)C2=CC=CC=C2)C)C (3-(3,5-difluorophenyl)-2,7-dimethyl-2,4,5,7-tetrahydro-6H-pyrazolo[3,4-c]pyridin-6-yl)(1-phenyl-1H-1,2,4-triazol-3-yl)methanone